NC1=NC=C(C(N1)=O)CC 2-amino-5-ethylpyrimidin-4(3H)-one